ClC1=CC=C(C=C1)NC1(CCN(CC1)C(=O)OC(C)(C)C)C(NC1=CC(=CC=C1)C1=CSC(=C1)C1=NOC(N1)=O)=O tert-butyl 4-((4-chlorophenyl)amino)-4-((3-(5-(5-oxo-4,5-dihydro-1,2,4-oxadiazol-3-yl)thiophen-3-yl)phenyl)carbamoyl)piperidine-1-carboxylate